C(C)OC(=O)C=1C(=NC(=NC1)SC)C(NCC=O)=O 2-methylthio-4-((2-oxoethyl)carbamoyl)pyrimidine-5-carboxylic acid ethyl ester